COC1=CC=C2C=NN(C2=C1NS(=O)(=O)C=1C=NC(=CC1)N1N=CC=C1)C N-(6-METHOXY-1-METHYL-1H-INDAZOL-7-YL)-6-(1H-PYRAZOL-1-YL)PYRIDINE-3-SULFONAMIDE